2-amino-1-(2-(4-fluoro-2-methylphenyl)-3-((4-fluorophenyl)amino)-8,8-dimethyl-5,6-dihydroimidazo[1,2-a]pyrazin-7(8H)-yl)ethan-1-one NCC(=O)N1C(C=2N(CC1)C(=C(N2)C2=C(C=C(C=C2)F)C)NC2=CC=C(C=C2)F)(C)C